FC=1C=C(C=CC1)C1=NN(C2=C(C=CC=C12)CN1CCC(CC1)C1=NC2=C(N1C(C)C1=NC=CC=C1)C=CC=C2)C 3-(3-fluorophenyl)-1-methyl-7-((4-(1-(1-(pyridin-2-yl)ethyl)-1H-benzo[d]imidazol-2-yl)piperidin-1-yl)methyl)-1H-indazole